m-Nitrophenylcarbamat [N+](=O)([O-])C=1C=C(C=CC1)NC([O-])=O